C1(=CC=CC=C1)C=1N=CC(=NC1C1=CC=CC=C1)N(C(C)C)CCCCOCC(=O)NS(=O)(=O)C 2-{4-[N-(5,6-diphenylpyrazin-2-yl)-N-isopropylamino]butoxy}-N-(methylsulfonyl)acetamide